NC1=C(C2=C(S1)C(C1(CCCC1)CC2)=O)C(=O)OCC Ethyl 2-amino-7-oxo-4,7-dihydro-5H-spiro[benzo[b]thiophene-6,1'-cyclopentane]-3-carboxylate